N-(5-chloro-2-propoxyphenyl)thiophene-2-carboxamide Allyl-N-[(2R)-3-(allyloxycarbonylamino)-2-hydroxy-propyl]-N-[(3-hydroxyazetidin-3-yl)methyl]carbamate hydrochloride Cl.C(C=C)OC(N(CC1(CNC1)O)C[C@@H](CNC(=O)OCC=C)O)=O.ClC=1C=CC(=C(C1)NC(=O)C=1SC=CC1)OCCC